CC=1C(=C2C=CNC2=C(C1)C)O[C@H]1[C@@H](C[C@@]2(CCCO2)CC1)C1=CC=C(C(=O)O)C=C1 |o1:12,13,&1:15| racemic-4-((7S*,8R*)-8-((5,7-dimethyl-1H-indol-4-yl)oxy)-1-oxaspiro[4.5]decan-7-yl)benzoic acid